4-(pyridin-2-yl)-N-(pyrrolidin-3-ylmethyl)-3,4-dihydroquinoxaline-1(2H)-carboxamide N1=C(C=CC=C1)N1CCN(C2=CC=CC=C12)C(=O)NCC1CNCC1